1,2,4,6-tetracyano-2H-aluminine C(#N)[Al]1C(C=C(C=C1C#N)C#N)C#N